(2E)-2-(hydroxyimino)-6-methoxy-2,3-dihydro-1H-inden-1-one O\N=C/1\C(C2=CC(=CC=C2C1)OC)=O